CC1=NN=C2N1C=C(C=C2)C2=CC=C(C=C2)S(=O)(=O)N2CCC(CC2)NC2=NC=C(C=C2)SC(F)(F)F N-[1-(4-{3-methyl-[1,2,4]triazolo[4,3-a]pyridin-6-yl}benzenesulfonyl)piperidin-4-yl]-5-[(trifluoromethyl)sulfanyl]pyridin-2-amine